O=C(C(=O)OCCC(CCC=C(C)C)C)C 3,7-dimethyl-6-octenyl 2-oxopropionate